C1(CC1)C1=NSC(=N1)NC(C1=C(C=CC=C1)C(F)F)=O N-(3-cyclopropyl-1,2,4-thiadiazol-5-yl)-2-(difluoromethyl)-benzamide